(R)-N-(5-fluoropyridin-2-yl)-5-(2-(5-fluoropyridin-3-yl)pyrrolidin-1-yl)pyrazolo[1,5-a]pyrimidine-3-carboxamide FC=1C=CC(=NC1)NC(=O)C=1C=NN2C1N=C(C=C2)N2[C@H](CCC2)C=2C=NC=C(C2)F